trans-4-(3,4-dihydroisoquinolin-2(1H)-yl)-1-(6-((2-morpholinylphenyl)amino)pyrimidin-4-yl)piperidin-3-ol C1N(CCC2=CC=CC=C12)[C@H]1[C@@H](CN(CC1)C1=NC=NC(=C1)NC1=C(C=CC=C1)N1CCOCC1)O